2-(3,6-dihydro-2H-pyran-4-yl)-4-[(2-fluoro[1,1'-biphenyl]-4-yl)amino]-6-(propan-2-yl)-5,6-dihydro-7H-pyrrolo[3,4-d]pyrimidin-7-one O1CCC(=CC1)C=1N=C(C2=C(N1)C(N(C2)C(C)C)=O)NC2=CC(=C(C=C2)C2=CC=CC=C2)F